7-fluoro-8-[2-(4-hydroxy-5-methyl-2-propyl-pyrazol-3-yl)oxazol-4-yl]-3-methyl-pyrrolo[1,2-a]pyrazine-6-carboxamide FC=1C(=C2N(C=C(N=C2)C)C1C(=O)N)C=1N=C(OC1)C=1N(N=C(C1O)C)CCC